CC(C)(C)OC(=O)NCC1(CCNC1)F tert-butyl N-[(3-fluoropyrrolidin-3-yl)methyl]carbamate